2-[4-bromo-2-[2-[2-[(6-bromo-2-pyridinyl)oxymethyl]-5-cyano-phenyl]ethoxymethyl]phenyl]acetic acid methyl ester COC(CC1=C(C=C(C=C1)Br)COCCC1=C(C=CC(=C1)C#N)COC1=NC(=CC=C1)Br)=O